4-(2-cyano-7-((5-methoxy-7-methyl-1H-indol-4-yl)methyl)-7-azaspiro[3.5]nonan-6-yl)-N-((1-methyl-1H-pyrazol-5-yl)methyl)benzamide C(#N)C1CC2(C1)CC(N(CC2)CC2=C1C=CNC1=C(C=C2OC)C)C2=CC=C(C(=O)NCC1=CC=NN1C)C=C2